COC(=O)C=1C=C(C2=C(N(C(=N2)CCl)C[C@H]2OCC2)C1)OC1CC1 (S)-2-(chloromethyl)-4-cyclopropoxy-1-(oxetan-2-ylmethyl)-1H-benzo[d]imidazole-6-carboxylic acid methyl ester